C(C)(=O)N1CCC(CC1)COC1=CC(=C2C(NC(=NC2=C1)CSC1CCN(CC1)C(CNC=1C=C2C(N(C(C2=CC1)=O)C1C(NC(CC1)=O)=O)=O)=O)=O)F 5-((2-(4-(((7-((1-acetylpiperidin-4-yl)methoxy)-5-fluoro-4-oxo-3,4-dihydroquinazolin-2-yl)methyl)thio)piperidin-1-yl)-2-oxoethyl)amino)-2-(2,6-dioxopiperidin-3-yl)isoindoline-1,3-dione